The molecule is an organophosphate oxoanion arising from deprotonation of the two diphosphate OH groups of Mo(V)-molybdopterin cytosine dinucleotide; major species at pH 7.3. It is a conjugate base of a Mo(V)-molybdopterin cytosine dinucleotide. C1=CN(C(=O)N=C1N)[C@H]2[C@@H]([C@@H]([C@H](O2)COP(=O)([O-])OP(=O)([O-])OC[C@@H]3C(=C([C@H]4[C@@H](O3)NC5=C(N4)C(=O)NC(=N5)N)[S-])[S-])O)O.O.O.O.[Mo+2]